Methyl-2-[acetyl(3-fluorobenzyl)amino]-7-chloro-6-hydroxy-1-benzothiophene CC1=C(SC2=C1C=CC(=C2Cl)O)N(CC2=CC(=CC=C2)F)C(C)=O